C1(=NC=CC2=CC=CC=C12)N1N=C(N=C1NC1=CC=C(C=C1)N1CCOCC1)N 1-(isoquinolin-1-yl)-N5-(4-morpholinylphenyl)-1H-1,2,4-triazole-3,5-diamine